CNC1CC(C1)O (1r,3r)-3-(methylamino)cyclobutanol